3-(1H-[1,2,3]Triazolo[4,5-b]pyridin-5-yl)-N-(4-((4-methylphenyl)sulfonamido)-phenyl)benzamide N1N=NC2=NC(=CC=C21)C=2C=C(C(=O)NC1=CC=C(C=C1)NS(=O)(=O)C1=CC=C(C=C1)C)C=CC2